CSC1=CC=C(C=C1)C(CCC(=O)OCC#N)=O Cyanomethyl 4-(4-(methylthio)phenyl)-4-oxobutanoate